triethyl phosphate (tritylphosphinate) C(C1=CC=CC=C1)(C1=CC=CC=C1)(C1=CC=CC=C1)P(O)=O.P(=O)(OCC)(OCC)OCC